ClC1=CC=C2C(=CNC2=C1)S(=O)(=O)NC1=NC=C(C(=N1)OC)C#N 6-chloro-N-(5-cyano-4-methoxy-pyrimidin-2-yl)-1H-indole-3-sulfonic acid amide